1,5-di-O-acetyl-2-(acetylamino)-2-deoxy-3,4,6-tri-O-methyl-D-glucitol C(C)(=O)OC[C@@H]([C@@H](OC)[C@H](OC)[C@H](OC(C)=O)COC)NC(C)=O